2'-((3-(pyridin-3-ylethynyl)-1H-pyrazol-4-yl)amino)spiro[cyclopropane-1,5'-pyrrolo[2,3-d]pyrimidin]-6'(7'H)-one N1=CC(=CC=C1)C#CC1=NNC=C1NC=1N=CC2=C(N1)NC(C21CC1)=O